tert-butyl (3R,5S)-3-[[3-amino-2-[bis[(4-methoxyphenyl)methyl]amino]-4-pyridyl]amino]-5-hydroxy-piperidine-1-carboxylate NC=1C(=NC=CC1N[C@H]1CN(C[C@H](C1)O)C(=O)OC(C)(C)C)N(CC1=CC=C(C=C1)OC)CC1=CC=C(C=C1)OC